(2S,3S,4R,5R,6R)-2-(5-benzyl-2-bromo-4-chloro-3-(2-chloroethoxy)phenyl)-3,4,5-tris(benzyloxy)-6-((benzyloxy)methyl)tetrahydro-2H-pyran C(C1=CC=CC=C1)C=1C(=C(C(=C(C1)[C@@H]1O[C@@H]([C@H]([C@@H]([C@H]1OCC1=CC=CC=C1)OCC1=CC=CC=C1)OCC1=CC=CC=C1)COCC1=CC=CC=C1)Br)OCCCl)Cl